NC=1NC(C2=C(N1)NC(=C2C2=CC=CC1=C2OCC(N1)=O)C1=CC=C(C=C1)S(=O)(=O)N(C)C)=O 4-(2-amino-4-oxo-5-(3-oxo-3,4-dihydro-2H-benzo[b][1,4]oxazin-8-yl)-4,7-dihydro-3H-pyrrolo[2,3-d]pyrimidin-6-yl)-N,N-dimethylbenzenesulfonamide